4-Chloro-5'-(1H-indazol-5-yl)-1',2'-dihydrospiro[cyclopentane-1,3'-pyrrolo[2,3-b]pyridin] ClC1CCC2(CNC3=NC=C(C=C32)C=3C=C2C=NNC2=CC3)C1